ClC1=C(C=CC(=C1)OCC1CC1)C=1C=C2CC([C@H](C2=CC1F)NC(O[C@@H]1CN2CCC1CC2)=O)(C)C (S)-quinuclidin-3-yl ((R)-5-(2-chloro-4-(cyclopropylmethoxy)phenyl)-6-fluoro-2,2-dimethyl-2,3-dihydro-1H-inden-1-yl)carbamate